C(#N)C1=CC=C(C=C1)Br p-cyanobromobenzene